O=[V-](OC(C)C)(OC(C)C)OC(C)C oxotris(isopropoxy)vanadium (IV)